4-Methyl-2-(3-phenylpropyl)-5-(thiophen-2-yl)-1H-imidazole CC=1N=C(NC1C=1SC=CC1)CCCC1=CC=CC=C1